2-[1-(6,7-Difluoro-4-oxo-2-phenyl-chromen-8-yl)ethylamino]benzoic acid FC=1C=C2C(C=C(OC2=C(C1F)C(C)NC1=C(C(=O)O)C=CC=C1)C1=CC=CC=C1)=O